COC=1C=C(C=CC1OC)C(C(=O)O)=O 3,4-dimethoxy-α-oxophenylacetic acid